2,4,8,10-tetra-tert-butyl-12H-dibenz[d,g]-1,3,2-dioxaphosphocin C(C)(C)(C)C1=CC2=C(OPOC3=C(C2)C=C(C=C3C(C)(C)C)C(C)(C)C)C(=C1)C(C)(C)C